Ethyl (R)-4-(((tert-butyldimethylsilyl) oxy) methyl)-4'-chloro-4-methyl-3,4,5,6-tetrahydro-[1,1'-biphenyl]-2-carboxylate [Si](C)(C)(C(C)(C)C)OC[C@]1(CC(=C(CC1)C1=CC=C(C=C1)Cl)C(=O)OCC)C